C1(=CC=C(C=C1)N(C1=CC=C(C=C1)C1=CC=C(C=C1)N(C1=CC=CC=C1)C1=CC=C(C=C1)C1=CC=CC=C1)C1=CC=CC=C1)C1=CC=CC=C1 N4,N4'-di(biphenyl-4-yl)-N4,N4'-diphenylbiphenyl-4,4'-diamine